3-[2-(vinylbenzylamino)ethylamino]propyltrimethoxysilane C(=C)N(CCNCCC[Si](OC)(OC)OC)CC1=CC=CC=C1